(3R)-5-(3,3-dimethyloxiran-2-yl)-3-methylpentanoic acid ethyl ester C(C)OC(C[C@@H](CCC1OC1(C)C)C)=O